FC1=C(C(=O)OC)C(=CC=C1C1CNCC1)C methyl 2-fluoro-6-methyl-3-pyrrolidin-3-ylbenzoate